1,4-dimethyl-2-nitro-5-phenoxybenzene CC1=C(C=C(C(=C1)OC1=CC=CC=C1)C)[N+](=O)[O-]